2-methoxy-4-(2-morpholinoethoxy)-N-((5-(thiophen-2-yl)-1,3,4-oxadiazol-2-yl)methyl)benzamide COC1=C(C(=O)NCC=2OC(=NN2)C=2SC=CC2)C=CC(=C1)OCCN1CCOCC1